Cl.ClC1=CC2=C(N=CN2)C=C1Cl 5,6-dichlorobenzimidazole hydrochloride